1-cyclobutyl-2-(4,4,5,5-tetramethyl-1,3,2-dioxaborolan-2-yl)indole C1(CCC1)N1C(=CC2=CC=CC=C12)B1OC(C(O1)(C)C)(C)C